C(CC)(=O)OB(OC(CC)=O)OC(CC)=O tripropionyloxyboron